BrC=1C=C(C=C(C1)NC1=NC(=NC=C1Cl)NC=1C=NN(C1)C)NC(C=C)=O N-(3-bromo-5-((5-chloro-2-((1-methyl-1H-pyrazol-4-yl)amino)pyrimidin-4-yl)amino)phenyl)acrylamide